octanaphthylcyclotetrasiloxane C1(=CC=CC2=CC=CC=C12)[Si]1(O[Si](O[Si](O[Si](O1)(C1=CC=CC2=CC=CC=C12)C1=CC=CC2=CC=CC=C12)(C1=CC=CC2=CC=CC=C12)C1=CC=CC2=CC=CC=C12)(C1=CC=CC2=CC=CC=C12)C1=CC=CC2=CC=CC=C12)C1=CC=CC2=CC=CC=C12